C(C)(=O)OC1[C@H](N(CCC2=C1C=CC(=C2)C(C)(C)C)S(=O)(=O)C2=CC=C(C=C2)C)CC(C)C [(2R)-7-tert-butyl-2-isobutyl-3-(p-tolylsulfonyl)-1,2,4,5-tetrahydro-3-benzazepin-1-yl] acetate